COC1=C(C(=CC(=C1)OC)OC)CC=O 2-(2,4,6-trimethoxyphenyl)acetaldehyde